C(CCCCCCC)C1=CC=C(C=C1)CCCCCCCCCCCC(=O)N 12-(4-octylphenyl)dodecanamide